BrC1=C(C=C(C(=N1)N1C(C2(CC1)CCN(CC2)C(=O)OC(C)(C)C)=O)F)F tert-butyl 2-(6-bromo-3,5-difluoropyridin-2-yl)-1-oxo-2,8-diazaspiro[4.5]decane-8-carboxylate